N-[4-[[3-[(3-aminocyclobutanecarbonyl)amino]cyclobutyl]carbamoyl]-3-chloro-phenyl]-5-[1-(cyanomethyl)-3-(trifluoromethyl)pyrazol-4-yl]-1-methyl-imidazole-2-carboxamide NC1CC(C1)C(=O)NC1CC(C1)NC(=O)C1=C(C=C(C=C1)NC(=O)C=1N(C(=CN1)C=1C(=NN(C1)CC#N)C(F)(F)F)C)Cl